3-(1-((6-bromo-7-methoxy-2-methylquinazolin-4-yl)amino)ethyl)-2-methylbenzonitrile BrC=1C=C2C(=NC(=NC2=CC1OC)C)NC(C)C=1C(=C(C#N)C=CC1)C